FC1=C(C=CC=C1)C1=CC=C(C=C1)CCCC=1OC(=NN1)C=1C=C2C=CNC2=CC1 2-(3-(2'-fluoro-[1,1'-biphenyl]-4-yl)propyl)-5-(1H-indol-5-yl)-1,3,4-oxadiazole